7-hydroxy-3,4-dihydro-1H-2λ6,1,3-benzothiadiazine-2,2-dione OC1=CC2=C(CNS(N2)(=O)=O)C=C1